ClC1=CC=C(C=C1)/C=1/C(CCCC\C1)N1CC2(C1)CN(CC2)C2=CC=C(C(=O)NS(=O)(=O)C1=CC(=C(C=C1)N[C@@H](CSC1=CC=CC=C1)CCN1CCOCC1)S(=O)(=O)C(F)(F)F)C=C2 4-(2-((Z)-2-(4-Chlorophenyl)cyclohept-2-enyl)-2,6-diazaspiro[3.4]octan-6-yl)-N-(4-((R)-4-morpholino-1-(phenylthio)butan-2-ylamino)-3-(trifluoromethylsulfonyl)phenylsulfonyl)benzamide